(S and R)-3-{2-[(6-methoxy-2-methyl-1,2,3,4-tetrahydroisoquinolin-7-yl)amino]quinazolin-7-yl}-1,7-dioxa-3-azaspiro[4.4]-nonan-2-one COC=1C=C2CCN(CC2=CC1NC1=NC2=CC(=CC=C2C=N1)N1C(O[C@@]2(C1)COCC2)=O)C |r|